S1C=NC2=C1C=CC=C2 Benzo-thiazol